2-(hydroxyimino)-N-(2-methyl-3-(trifluoromethyl)phenyl)acetamide ON=CC(=O)NC1=C(C(=CC=C1)C(F)(F)F)C